isopropyl 2-deoxy-2-trifluoroacetamido-3,4,6-tri-O-acetyl-β-D-galactopyranoside FC(C(=O)N[C@H]1[C@H](OC(C)C)O[C@@H]([C@@H]([C@@H]1OC(C)=O)OC(C)=O)COC(C)=O)(F)F